1-[(2,4-dimethylthiazol-5-yl)methyl]-N-(1-methylcyclopropyl)-2-oxo-3-(1,2,4-thiadiazol-5-yl)benzimidazole-5-sulfonamide CC=1SC(=C(N1)C)CN1C(N(C2=C1C=CC(=C2)S(=O)(=O)NC2(CC2)C)C2=NC=NS2)=O